4-[4-(2,6-Dichlorobenzenesulfonyl)-1-piperazinecarbonyl]benzoic acid ClC1=C(C(=CC=C1)Cl)S(=O)(=O)N1CCN(CC1)C(=O)C1=CC=C(C(=O)O)C=C1